BrC1=CC(=C(C=C1)NC(=O)C1=C(C=NN1)C)F N-(4-bromo-2-fluorophenyl)-4-methyl-1H-pyrazole-5-carboxamide